BrC(=CC1=C(C=C(C=C1)F)NS(=O)(=O)C)Br N-(2-(2,2-Dibromovinyl)-5-fluorophenyl)methanesulfonamide